O[C@H](CO)C1=C2C(=NC=C1)N(N=C2C2CN(C2)C(C=C)=O)C2=CC=C(C=C2)OC(F)(F)F 1-[3-[4-[(1S)-1,2-dihydroxyethyl]-1-[4-(trifluoromethoxy)phenyl]pyrazolo[3,4-b]pyridin-3-yl]azetidin-1-yl]prop-2-en-1-one